O1COC=2C1=CC=1C(=CNC1C2)CCN(C(C)C)CC N-[2-(5H-[1,3]dioxolo[4,5-f]indol-7-yl)ethyl]-N-ethylpropan-2-amine